2-(2H-benzotriazole-2-yl)-4-methyl-6-(3,4,5,6-Tetrahydrophthalimidylmethyl)phenol N=1N(N=C2C1C=CC=C2)C2=C(C(=CC(=C2)C)CN2C(C1=C(C2=O)CCCC1)=O)O